benzyl (2S,3R,4S)-2-[(3-chloro-2-fluorophenyl) methyl]-3-[(dimethylsulfamoyl) amino]-4-fluoropyrrolidine-1-carboxylate ClC=1C(=C(C=CC1)C[C@@H]1N(C[C@@H]([C@@H]1NS(N(C)C)(=O)=O)F)C(=O)OCC1=CC=CC=C1)F